propan-2-yl azetidine-3-carboxylate N1CC(C1)C(=O)OC(C)C